4-oxo-7-propyl-3,4-dihydropyrrolo[2,1-f][1,2,4]triazine-6-carboxylate O=C1NC=NN2C1=CC(=C2CCC)C(=O)[O-]